1-(2-oxo-2-(2,2,2-trichloroethoxy)ethyl) 4-((exo)-1,7,7-trimethylbicyclo[2.2.1]heptan-2-yl) 2-methylenesuccinate C=C(C(=O)OCC(OCC(Cl)(Cl)Cl)=O)CC(=O)OC1C2(CCC(C1)C2(C)C)C